C1(CCCCC1)N1[C@H](CCC1)/C=C/S(=O)(=O)NC(NC1=C2CCCC2=CC=2CCCC12)=O (R,E)-2-(1-cyclohexylpyrrolidin-2-yl)-N-((1,2,3,5,6,7-hexahydro-s-indacen-4-yl)carbamoyl)ethene-1-sulfonamide